C1(CC1)C1=NC=NC(=C1C=1N=C(C2=C(N1)CCN(C2)C(=O)OC(C)(C)C)CCC2=CC=C(C=C2)C=2N(C=C(N2)C(F)(F)F)C(C)C)OC tert-butyl 2-(4-cyclopropyl-6-methoxypyrimidin-5-yl)-4-(4-(1-isopropyl-4-(trifluoromethyl)-1H-imidazol-2-yl)phenethyl)-7,8-dihydropyrido[4,3-d]pyrimidine-6(5H)-carboxylate